C(OCCC[Si](CCC[Si](C=C)(C=C)C=C)(C)C)(OCC)=O [3-[dimethyl [3-(trivinylsilyl) propyl] silyl] propyl] ethyl carbonate